6-Methoxy-4-methylspiro[benzo[b][1,4]oxazine-2,1'-cyclopropan]-3(4H)-one COC1=CC2=C(OC3(CC3)C(N2C)=O)C=C1